4-(3-acetyl-1H-indazol-5-yl)-2-[(oxiran-2-yl)methyl]-2,3-dihydro-1H-isoindol-1-one C(C)(=O)C1=NNC2=CC=C(C=C12)C1=C2CN(C(C2=CC=C1)=O)CC1OC1